N(=NC1(CCCCC1)C#N)C1(CCCCC1)C#N 1,1'-azobis-cyclohexanecarbonitrile